C(C)N(N)C(=O)OC(C)(C)C 1-t-butyl ethylhydrazinecarboxylate